[(2S)-1-hydroxypropan-2-yl]amino(methyl)benzoate OC[C@@H](C)C1=C(C(=C(C(=O)[O-])C=C1)C)N